CC1(C2=CC3=C(SC=C3NC3=CC=4C(CCC(C4C=C3C)(C)C)(C)C)C=C2C(CC1)(C)C)C 5,5,8,8-tetramethyl-N-(3,5,5,8,8-pentamethyl-5,6,7,8-tetrahydronaphthalen-2-yl)-5,6,7,8-tetrahydronaphtho[2,3-b]thiophen-3-amine